1-[2-(Dodecylthio)pyrimidin-5-yl]-5,6-dihydropyrimidine-2,4(1H,3H)-dione C(CCCCCCCCCCC)SC1=NC=C(C=N1)N1C(NC(CC1)=O)=O